C1CC12CN(CC2)CCN 2-(5-azaspiro[2.4]heptan-5-yl)ethanamine